3-chloro-N-(1-(5-(3-cyano-6-ethoxypyrazolo[1,5-a]pyridin-4-yl)pyridin-2-yl)-4-((dimethylamino)methyl)piperidin-4-yl)picolinamide ClC=1C(=NC=CC1)C(=O)NC1(CCN(CC1)C1=NC=C(C=C1)C=1C=2N(C=C(C1)OCC)N=CC2C#N)CN(C)C